OC(CN1N=CC(=C1)C1=C(C=2C(=NC=C3C2N(C(N3C)=O)C(C)C)N1)C1=CC=3C=NC=CC3S1)(C)C 7-(1-(2-Hydroxy-2-methylpropyl)-1H-pyrazol-4-yl)-1-isopropyl-3-methyl-8-(thieno[3,2-c]pyridin-2-yl)-3,6-dihydroimidazo[4,5-d]pyrrolo[2,3-b]pyridin-2(1H)-one